({[(2R,3S,4R,5R)-5-[2-chloro-6-(morpholin-4-yl)-9H-purin-9-yl]-3,4-dihydroxyoxolanyl-2-yl]methoxy}methyl)phosphonic acid ClC1=NC(=C2N=CN(C2=N1)[C@H]1[C@@H]([C@@H](C(O1)=COCP(O)(O)=O)O)O)N1CCOCC1